NC1CCC(CC1)CN1N=CC=2C1=NC(=NC2)NC2CCN(CC2)S(=O)(=O)C 1-(((1s,4s)-4-aminocyclohexyl)methyl)-N-(1-(methylsulfonyl)piperidin-4-yl)-1H-pyrazolo[3,4-d]pyrimidin-6-amine